(R)-(4-(1-(piperazin-1-yl)ethyl)phenyl)methanol bis-hydrochloride Cl.Cl.N1(CCNCC1)[C@H](C)C1=CC=C(C=C1)CO